C(OC)(OC)=O di-methyl carbonate